ClC=1C=C2CCC[C@]3(COC4=CC=C5C(NS(CCCC(NC[C@@H]6CC[C@H]6CN(C3)C4=C5)=O)(=O)=O)=O)C2=CC1 (1S,3'R,6'R)-6-chloro-3,4-dihydro-2H,9'H,15'H-spiro[naphthalene-1,22'-[20]oxa[13]thia[1,8,14]triazatetracyclo[14.7.2.03,6.019,24]pentacosa[16,18,24]triene]-9',15'-dione 13',13'-dioxide